C(C)C=1SC(=CN1)CN1N=C(C=CC1=O)C=1C=NC(=NC1)OCCC 2-((2-ethylthiazol-5-yl)methyl)-6-(2-propoxypyrimidin-5-yl)pyridazin-3(2H)-one